N-(1-cyano-1,2-dimethylpropyl)-2-(2,4-dichlorophenoxy)-propionamide C(#N)C(C(C)C)(C)NC(C(C)OC1=C(C=C(C=C1)Cl)Cl)=O